C(C)P(CC)CC.[P]=S phosphorus sulfide compound with triethylphosphine